methyl 4-(4-(3,4-dichlorophenyl)-5-isobutylthiazol-2-yl)piperazine-2-carboxylate ClC=1C=C(C=CC1Cl)C=1N=C(SC1CC(C)C)N1CC(NCC1)C(=O)OC